NCC1(CCN(CC1)C1=NC=C(NC1=O)SC=1C(=C(C=CC1)NC(=O)C1=C(N=C2N(C1=O)C=CN=C2)O)Cl)C N-(3-((5-(4-(aminomethyl)-4-methylpiperidin-1-yl)-6-oxo-1,6-dihydropyrazin-2-yl)thio)-2-chlorophenyl)-2-hydroxy-4-oxo-4H-pyrazino[1,2-a]pyrimidine-3-carboxamide